8-methyl-8H-thieno[2,3-b]indole-2-carboxylic acid CN1C2=C(C3=CC=CC=C13)C=C(S2)C(=O)O